C(C1=CC=CC=C1)OC(=O)C1=CNC(=C1C)C1=C(C=CC=C1)C(F)(F)F 4-methyl-5-(2-(trifluoromethyl)phenyl)-1H-pyrrole-3-carboxylic acid benzyl ester